COC(C1=C(N=C(C=C1C(CBr)=O)Br)OC1CCC1)=O 6-bromo-4-(2-bromoacetyl)-2-cyclobutoxy-nicotinic acid methyl ester